ethyleneglycol dithiopropionate C(CC)(=S)OCCO